O=C1NC2=CC=CC=C2C(N1CC(=O)N[C@@H](C)C1=CC=CC2=CC=CC=C12)=O (S)-2-(2,4-dioxo-1,4-dihydroquinazolin-3(2H)-yl)-N-(1-(naphthalen-1-yl)ethyl)acetamide